3-(4-chlorophenyl)-4-methoxy-1H-pyrazol-5-amine ClC1=CC=C(C=C1)C1=NNC(=C1OC)N